C(#N)C=1C=CC=C2NC[C@@H](NC12)[C@@H](C1=CC=CC=C1)NC[C@H](C)C=1C=CC(=C(C1)CC(=O)O)F |&1:21| 2-(5-((R and S)-1-(((R)-((R)-8-cyano-1,2,3,4-tetrahydroquinoxalin-2-yl)(phenyl)methyl)amino)propan-2-yl)-2-fluorophenyl)acetic acid